C1(CC1)S(=O)(=O)C1(CC1)COC=1C=CC=C2C=C(C(N(C12)C)=O)C(=O)OCC ethyl 8-((1-(cyclopropyl sulfonyl) cyclopropyl) methoxy)-1-methyl-2-oxo-1,2-dihydroquinoline-3-carboxylate